C1=CC=CC=2C3=CC=CC=C3C(C12)COC(=O)N([C@H](C(=O)O)CC(F)F)C (2S)-2-[9H-fluoren-9-ylmethoxycarbonyl-(methyl)amino]-4,4-difluoro-butyric acid